(R)-1-[(S)-1-(2,3-dihydrobenzo[1,4]dioxin-2-yl)methyl]-3-(3-methoxyphenyl)piperidine O1[C@H](COC2=C1C=CC=C2)CN2C[C@H](CCC2)C2=CC(=CC=C2)OC